NC(C(=O)OCC1=CC=CC=C1)C(C=C)(C)C Benzyl 2-amino-3,3-dimethylpent-4-enoate